N-(3-((10-((3-acetamido-4-((4-methyl-5-nitrothiazol-2-yl)carbamoyl)phenyl)amino)decyl)amino)propoxy)-3,4-difluoro-2-((2-fluoro-4-iodophenyl)amino)benzamide C(C)(=O)NC=1C=C(C=CC1C(NC=1SC(=C(N1)C)[N+](=O)[O-])=O)NCCCCCCCCCCNCCCONC(C1=C(C(=C(C=C1)F)F)NC1=C(C=C(C=C1)I)F)=O